4-hydroxycyclohexa-2,5-dien-1-one OC1C=CC(C=C1)=O